3-methoxy-2-(butyl)-5-(2-methylpropyl)pyrazine COC=1C(=NC=C(N1)CC(C)C)CCCC